3-(4-bromophenyl)-1-(3-methoxybenzyl)-8-oxa-1,3-diazaspiro[4.5]decan-2-one BrC1=CC=C(C=C1)N1C(N(C2(C1)CCOCC2)CC2=CC(=CC=C2)OC)=O